Racemic-[1-(4-methoxyphenyl)-1,4,6,7-tetrahydropyrano[4,3-c]pyrazol-3-yl]-(2-methyl-1,4-diazepan-1-yl)methanone COC1=CC=C(C=C1)N1N=C(C2=C1CCOC2)C(=O)N2[C@@H](CNCCC2)C |r|